BrC1=CC(=NN1COCC[Si](C)(C)C)C(=O)N1[C@H]2CC(C[C@@H]1CC2)C(=O)O (1r,3s,5s)-8-(5-bromo-1-((2-(trimethylsilyl)ethoxy)methyl)-1H-pyrazole-3-carbonyl)-8-azabicyclo[3.2.1]octane-3-carboxylic acid